3-methoxy-2-((2-oxo-4-(o-tolyl)-2H-chromen-7-yl)amino)propanamide COCC(C(=O)N)NC1=CC=C2C(=CC(OC2=C1)=O)C1=C(C=CC=C1)C